C(C)C=1C2=C(C(=NC1)C1=CC=C(C(=O)N[C@@H]3CC[C@H](CC3)C(C)(C)O)C=C1)C=CO2 4-(7-ethylfuro[3,2-c]pyridin-4-yl)-N-[trans-4-(2-hydroxypropan-2-yl)cyclohexyl]benzamide